C(C1=CC=CC=C1)(=O)OC1=C(C(=CC=C1)O)C(CCCCCCCCC1=CC(=C(C=C1)O)OC(C1=CC=CC=C1)=O)=O 2-(9-(3-(benzoyloxy)-4-hydroxyphenyl)nonanoyl)-3-hydroxyphenyl benzoate